C(#C)C1C(N(C1)C(=O)OC(C)(C)C)(C)C tert-butyl 3-ethynyl-2,2-dimethylazetidine-1-carboxylate